4-(Benzothiazol-6-yl)-5-fluoro-N-(5-((4-isopropylpiperazin-1-yl)methyl)pyridin-2-yl)pyrimidin-2-amine S1C=NC2=C1C=C(C=C2)C2=NC(=NC=C2F)NC2=NC=C(C=C2)CN2CCN(CC2)C(C)C